1-[2-[4-(o-Tolyl)-2-oxo-chromen-7-yl]oxypropanoyl]piperidin C1(=C(C=CC=C1)C1=CC(OC2=CC(=CC=C12)OC(C(=O)N1CCCCC1)C)=O)C